(Z)-tetradec-9-ene-1-yl acetate C(C)(=O)OCCCCCCCC\C=C/CCCC